C1(CC1)C1=NC2=CC=CC=C2C(=C1)C1=CC=C(C=C1)F 2-cyclopropyl-4-(4-fluorophenyl)quinoline